tert-butyl 4-(4-(2-((4-chloro-2-methylphenyl)amino)-2-oxoethyl)-2-(3,6-dihydro-2H-pyran-4-yl)-5-methyl-7-oxo-4,7-dihydro-[1,2,4]triazolo[1,5-a]pyrimidin-6-yl)piperazine-1-carboxylate ClC1=CC(=C(C=C1)NC(CN1C=2N(C(C(=C1C)N1CCN(CC1)C(=O)OC(C)(C)C)=O)N=C(N2)C=2CCOCC2)=O)C